N-methoxy-N-methyl-2-(pyridin-2-yl)cyclopropanecarboxamide CON(C(=O)C1C(C1)C1=NC=CC=C1)C